OC(C)C=1C=C(C(=O)OC)C=CN1 methyl 2-(1-hydroxy ethyl)isonicotinate